FC(C(=O)O)(F)F.N[C@@H](C)C(=O)N1C(OC[C@H]1C(=O)N[C@@]1(CN(CCC1)C([C@@H](CC(=O)OC)[C@H]1CCC2=CC=CC=C12)=O)CC1=CC=C(C=C1)Cl)(C)C Methyl (S)-4-((R)-3-((S)-3-(L-alanyl)-2,2-dimethyloxazolidine-4-carboxamido)-3-(4-chlorobenzyl)-piperidin-1-yl)-3-((R)-2,3-dihydro-1H-inden-1-yl)-4-oxobutanoate trifluoroacetate